(R)-2-(benzyloxy)-3-(octadecyloxy)propyl ((((2R,3S,4R,5S)-5-(4-aminopyrrolo[2,1-f][1,2,4]triazin-7-yl)-2-cyano-3,4-dihydroxytetrahydrofuran-2-yl)methoxy)(phenoxy)phosphoryl)alaninate NC1=NC=NN2C1=CC=C2[C@H]2[C@@H]([C@@H]([C@@](O2)(C#N)COP(=O)(OC2=CC=CC=C2)N[C@@H](C)C(=O)OC[C@@H](COCCCCCCCCCCCCCCCCCC)OCC2=CC=CC=C2)O)O